C1(=C(C(=C(C(=C1[2H])[2H])NC1=C(C(=C(C(=C1[2H])[2H])C1=C(C(=C(C(=C1)[2H])[2H])[2H])[2H])[2H])[2H])[2H])[2H])C1=C(C(=C(C(=C1)[2H])[2H])[2H])[2H] bis([1,1'-biphenyl]-4-yl-d8)amine